COCC=1C=NNC1 4-(methoxymethyl)pyrazol